CC=1C(C(C(=CC1)C)C)C(=O)OCC ethyl 2,5,6-trimethylcyclohex-2,4-diene-1-carboxylate